C1=C(C=CC2=CC=C(C=C12)C(=O)O)C(=O)O.[Zn] zinc 2,7-naphthalenedicarboxylic acid